N(=[N+]=[N-])CC1(CC1)CCCC(C#N)(C)C1=CC(=CC=C1)Br 5-(1-(azidomethyl)cyclopropyl)-2-(3-bromophenyl)-2-methylpentanenitrile